The molecule is a C5 cyanine dye having 1-ethyl-3,3-dimethylindoleinine units at each end. It has a role as a fluorochrome. It is an organic iodide salt and a Cy5 dye. It contains a C5-indocyanine cation. CCN\\1C2=CC=CC=C2C(/C1=C/C=C/C=C\\C3=[N+](C4=CC=CC=C4C3(C)C)CC)(C)C.[I-]